2-(2,6-dioxopiperidin-3-yl)-5-((3-(trans-3-(4-(6-(4-hydroxypiperidin-1-yl)pyridin-2-yl)-1H-pyrazol-1-yl)cyclobutyl)propyl)amino)isoindoline-1,3-dione O=C1NC(CCC1N1C(C2=CC=C(C=C2C1=O)NCCC[C@@H]1C[C@H](C1)N1N=CC(=C1)C1=NC(=CC=C1)N1CCC(CC1)O)=O)=O